butane palladium dichloride [Pd](Cl)Cl.CCCC